C1(=CC=CC=C1)P(=C/C=C/C(=O)OC)(C1=CC=CC=C1)C1=CC=CC=C1 methyl (2E)-4-(triphenylphosphoranylidene)-2-butenoate